ethyl ((R or S)-((((1S,4R)-4-(6-amino-9H-purin-9-yl)-1-ethynylcyclopent-2-en-1-yl)oxy)methyl)(phenoxy)phosphoryl)-L-alaninate NC1=C2N=CN(C2=NC=N1)[C@H]1C=C[C@@](C1)(C#C)OC[P@@](=O)(OC1=CC=CC=C1)N[C@@H](C)C(=O)OCC |o1:19|